5-((3-(((3-ethyl-2-oxo-1,2-dihydropyrido[2,3-b]pyrazin-7-yl)methyl)amino)cyclobutyl)amino)-N-methylpicolinamide C(C)C=1C(NC2=C(N1)N=CC(=C2)CNC2CC(C2)NC=2C=CC(=NC2)C(=O)NC)=O